C1(CCCCC1)S(=O)(=O)OC(C)=O acetyl cyclohexyl-sulfonate